(S)-N-(1-(1-(2,4-bis(trifluoromethyl)phenyl)ethyl)-1H-pyrazol-4-yl)pyridinecarboxamide FC(C1=C(C=CC(=C1)C(F)(F)F)[C@H](C)N1N=CC(=C1)NC(=O)C1=NC=CC=C1)(F)F